tert-butyl (6-(N-(1-(2-bromo-5-methylphenoxy)cyclopropane-1-carbonyl)sulfamoyl)pyridin-2-yl)carbamate BrC1=C(OC2(CC2)C(=O)NS(=O)(=O)C2=CC=CC(=N2)NC(OC(C)(C)C)=O)C=C(C=C1)C